10-fluoro-2-hexyldecyl 8-bromooctanoate BrCCCCCCCC(=O)OCC(CCCCCCCCF)CCCCCC